N-(3-aminophenyl)cyclopropylamide NC=1C=C(C=CC1)[N-]C1CC1